N1(CCNCC1)C(=O)OC1=C(C=2C=C3C(=NC2C=C1)C1=CC2=C(C(N1C3)=O)COC([C@]2(O)CC)=O)CN2CCN(CC2)C (S)-4-ethyl-4-hydroxy-10-((4-methylpiperazin-1-yl)methyl)-3,14-dioxo-3,4,12,14-tetrahydro-1H-pyrano[3',4':6,7]indolizino[1,2-b]quinolin-9-yl piperazine-1-carboxylate